C(CCCC)OC(CCCCC(=O)OCCCCCC(CCCCCOC(CCCCC(OCCCCC)OCCCCC)=O)NCC1CCN(CC1)C)OCCCCC 1-[11-(6,6-dipentoxyhexanoyloxy)-6-[(1-methyl-4-piperidyl)methylamino]undecyl] 6,6-dipentoxyhexanoate